N1=C(C=CC2=CC=CC=C12)C=1SCC(N1)O 2-(quinolin-2-yl)4,5-dihydrothiazol-4-ol